N,N-dimethyl-7-((1-methyl-1H-imidazol-4-yl)sulfonyl)-7-azaspiro[3.5]nonan-2-amine CN(C1CC2(C1)CCN(CC2)S(=O)(=O)C=2N=CN(C2)C)C